1-(4-((4-(4-cyano-2,6-difluorophenyl)piperazin-1-yl)methyl)pyridin-2-yl)-3-ethylurea C(#N)C1=CC(=C(C(=C1)F)N1CCN(CC1)CC1=CC(=NC=C1)NC(=O)NCC)F